1-(4-(3-((4-(trifluoromethyl)phenyl)amino)pyrazin-2-yl)piperazin-1-yl)-3-(trimethylsilyl)prop-2-yn-1-one FC(C1=CC=C(C=C1)NC=1C(=NC=CN1)N1CCN(CC1)C(C#C[Si](C)(C)C)=O)(F)F